C(CCCCC)NC(=NC1=C(C=CC=C1C(C)C)C(C)C)NC1=C(C=CC=C1C(C)C)C(C)C 1-hexyl-2,3-bis(2,6-diisopropylphenyl)guanidine